1-Ethyl-5-[(3S)-3-hydroxypyrrolidin-1-yl]pyrazolol C(C)N1N=C(C=C1N1C[C@H](CC1)O)O